C(#N)C1=C(C=C(C=C1)C=1C=C(SC1)C(=O)N1C2CC(CC1CC2)NC(OC(C)(C)C)=O)F tert-butyl (8-(4-(4-cyano-3-fluorophenyl)thiophene-2-carbonyl)-8-azabicyclo[3.2.1]octan-3-yl)carbamate